4-(3-bromo-4-fluorobenzyl)-5-fluorophthalazin-1(2H)-one BrC=1C=C(CC2=NNC(C3=CC=CC(=C23)F)=O)C=CC1F